NC1=C2N=C(N(C2=NC=N1)CCCNS(=O)(=O)C1CC1)SC1=CC2=C(OCO2)C=C1N(C)C N-(3-(6-amino-8-((6-(dimethylamino)benzo[d][1,3]dioxol-5-yl)thio)-9H-purin-9-yl)propyl)cyclopropane-sulfonamide